8-chloro-7-nitro-3,4-dihydro-1H-[1,4]oxazino[4,3-b]indazole ClC=1C=CC2=C3N(N=C2C1[N+](=O)[O-])CCOC3